S(C#N)C=1C(=CC(=C(C1)N=NC1=CC=C(C=C1)N)[N+](=O)[O-])[N+](=O)[O-] N-[4-(5-THIOCYANATO-2,4-DINITRO-PHENYLAZO)-PHENYL]-AMIN